C(C)(=O)OOC1=NN(C(=C1Br)C1=C(N=NC=C1)CC)C1=C(C=CC=C1)F ethyl-{[4-bromo-1-(2-fluorophenyl)-5-(pyridazin-4-yl)-1H-pyrazol-3-yl] oxy} acetate